C(C1=CC=CC=C1)OCC1CCC(CC1)C=1N=C2N(C=C(C(=C2)OC(C)C)Br)C1 2-[4-(benzyloxymethyl)cyclohexyl]-6-bromo-7-isopropoxy-imidazo[1,2-a]pyridine